C(C)(=O)OC=1C(=NC=CC1OC)C(N[C@@H](C)C1=NOC(=N1)C1=CC=C(C=C1)CC)=O (S)-2-((1-(5-(4-ethylphenyl)-1,2,4-oxadiazol-3-yl)ethyl)carbamoyl)-4-methoxypyridin-3-yl acetate